2-(4-cyano-3-fluorophenyl)-3-(3-fluoro-4-methoxyphenyl)isonicotinonitrile C(#N)C1=C(C=C(C=C1)C=1C(=C(C#N)C=CN1)C1=CC(=C(C=C1)OC)F)F